6-bromo-3,4-dihydroquinazolin-4-one BrC=1C=C2C(NC=NC2=CC1)=O